CNC(CNC(C=C)=O)(C)NC N-(2,2-dimethylaminopropyl)acrylamide